tert-butyl (3S,5R)-3-[tert-butyl(dimethyl)silyl]oxy-5-[2-(3,6-dichloropyridazin-4-yl)oxyethylamino]piperidine-1-carboxylate [Si](C)(C)(C(C)(C)C)O[C@@H]1CN(C[C@@H](C1)NCCOC1=C(N=NC(=C1)Cl)Cl)C(=O)OC(C)(C)C